isoxazolidine-2-carboxamide O1N(CCC1)C(=O)N